(trans)-3-(5-((trans)-2-cyano-3-oxo-3-(3,4,5-trimethoxyphenyl)prop-1-en-1-yl)-2-fluorophenyl)-N-hydroxyacrylamide C(#N)C(=CC=1C=CC(=C(C1)/C=C/C(=O)NO)F)C(C1=CC(=C(C(=C1)OC)OC)OC)=O